N,N-bis[2-hydroxy-3-(3-(bis(trimethylsilyloxy)methylsilyl)propyloxy)propyl]-2-methylacrylamide OC(CN(C(C(=C)C)=O)CC(COCCC[SiH2]C(O[Si](C)(C)C)O[Si](C)(C)C)O)COCCC[SiH2]C(O[Si](C)(C)C)O[Si](C)(C)C